(1R,3S)-3-[3-({[3-(methoxymethyl)-methyl-1H-pyrazol-5-yl]carbonyl}amino)-1H-pyrazol-5-yl]cyclopentyl (1-methylcyclopropyl)carbamate CC1(CC1)NC(O[C@H]1C[C@H](CC1)C1=CC(=NN1)NC(=O)C1=CC(=NN1C)COC)=O